CC1(OB(OC1(C)C)C1=CC=C(C=C1)N(C1=CC=2C(C3=CC=CC=C3C2C=C1)(CCCCCCCC)CCCCCCCC)C1=CC=C(C=C1)B1OC(C(O1)(C)C)(C)C)C N,N-bis[4-(4,4,5,5-tetramethyl-1,3,2-dioxaborolan-2-yl)phenyl]-9,9-dioctyl-9H-fluoren-2-amine